CNC(C1=CC=C(C=C1)NCC#C)=O N-methyl-4-(prop-2-ynylamino)benzamide